6,6'-dimethyl-2,2-bipyridine CC1=CC=CC(=N1)C1=NC(=CC=C1)C